2-(8-nitro-3,5,6,7-tetrahydro-s-indacen-1(2H)-ylidene)acetonitrile [N+](=O)([O-])C=1C=2CCCC2C=C2CCC(C12)=CC#N